C(C)C1=C(C=CC(=C1)C(F)(F)F)C(C)NC(=O)OC(C(=O)OC(C)C)CC1=NC=CC=N1 Propan-2-yl 2-[({1-[2-ethyl-4-(trifluoromethyl)phenyl]ethyl}carbamoyl)oxy]-3-(pyrimidin-2-yl)propanoate